C(C)(C)OC(C)(C)C=1N=C(SC1)NC(=O)NCCC1=CC=NC=C1 1-(4-(2-isopropoxyprop-2-yl)thiazol-2-yl)-3-(2-(pyridin-4-yl)ethyl)urea